OC[C@@H]1N(CCCC1)C(=O)OC(C)(C)C (R)-tert-butyl 2-(hydroxymethyl)piperidine-1-carboxylate